3-((dimethylamino)methyl)-7-nitro-3,4-dihydroisoquinolin-1(2H)-one CN(C)CC1NC(C2=CC(=CC=C2C1)[N+](=O)[O-])=O